CNC(C(F)(F)F)=O (E)-methyltrifluoroacetamide